Methyl 4-[3-(4-bromo-2-chloro-5-methylbenzoyl)-2,4-dihydro-1,3-benzoxazin-8-yl]-5-fluoro-2-morpholin-4-ylbenzoate BrC1=CC(=C(C(=O)N2COC3=C(C2)C=CC=C3C3=CC(=C(C(=O)OC)C=C3F)N3CCOCC3)C=C1C)Cl